OC[C@H](C1=CC=CC=C1)NC1=CC(=NC=C1C1=NC(=NO1)C1=CC=NC=C1)NC1=CC=C2C(=N1)N(N(C2=O)CCC)C(C)C (S)-6-((4-((2-hydroxy-1-phenylethyl)amino)-5-(3-(pyridin-4-yl)-1,2,4-oxadiazol-5-yl)pyridin-2-yl)amino)-1-isopropyl-2-propyl-1,2-dihydro-3H-pyrazolo[3,4-b]pyridin-3-one